ClC1=CC=C(C=C1)C=1C(=CC(=CC1Cl)C(C)(C)C1=CC=C(C=C1)OCC1=NC(=NC=C1)S(=O)(=O)C)C#N 4',6-dichloro-4-(2-(4-((2-(methylsulfonyl)pyrimidin-4-yl)methoxy)phenyl)propan-2-yl)-[1,1'-biphenyl]-2-carbonitrile